BrC1=C(C=CC(=C1)C1(CC1)C)F 2-bromo-1-fluoro-4-(1-methylcyclopropyl)benzene